N1C[C@@H]([C@@H](C1)O)O (3S,4R)-pyrrolidin-3,4-diol